2-acetylphenyl 4-(((4-fluorobenzyl)thio)carbonothioyl)piperazine-1-carboxylate FC1=CC=C(CSC(=S)N2CCN(CC2)C(=O)OC2=C(C=CC=C2)C(C)=O)C=C1